Cl.N1CCC(CC1)=O 4-piperidone hydrochloride salt